N-acetyl-tyrosyl-valyl-alanyl-aspartate C(C)(=O)N[C@@H](CC1=CC=C(C=C1)O)C(=O)N[C@@H](C(C)C)C(=O)N[C@@H](C)C(=O)N[C@@H](CC(=O)[O-])C(=O)[O-]